2-amino-6-chloro-4-propylnicotinonitrile NC1=C(C#N)C(=CC(=N1)Cl)CCC